2-(3,4-dimethoxyphenyl)-9-ethyl-7-(1-methyl-1,2,3,6-tetrahydropyridin-4-yl)-4H-pyrido[1,2-a]pyrimidin-4-one COC=1C=C(C=CC1OC)C=1N=C2N(C(C1)=O)C=C(C=C2CC)C=2CCN(CC2)C